CC=1C=CC=2N(C3=CC=C(C=C3C2C1)C)C1=CC=C(C=C1)C=1C(=C(C(=C(C1C1=NC(=NC(=N1)C1=CC=CC=C1)C1=CC=CC=C1)N1C2=C(C=3C=CC=CC13)N=CC=C2)C2=CC=C(C=C2)N2C1=CC=C(C=C1C=1C=C(C=CC21)C)C)N2C1=C(C=3C=CC=CC23)N=CC=C1)C#N 4,4''-bis(3,6-dimethyl-9H-carbazol-9-yl)-6'-(4,6-diphenyl-1,3,5-triazin-2-yl)-3',5'-bis(5H-pyrido[3,2-b]indol-5-yl)-[1,1':4',1''-terphenyl]-2'-carbonitrile